O=C1NC(CCC1N1C(C2=CC=CC(=C2C1=O)OCCCCC(=O)O)=O)=O 5-((2-(2,6-dioxopiperidin-3-yl)-1,3-dioxoisoindolin-4-yl)oxy)pentanoic acid